C(C1=CC=CC=C1)NC1=C2N=CN(C2=NC(=N1)C1=CC=C(C=C1)CC)[C@H]1[C@@H]([C@@H]([C@H](O1)C(=O)NC)O)O (2S,3S,4R,5R)-5-(6-(benzylamino)-2-(4-ethylphenyl)-9H-purin-9-yl)-3,4-dihydroxyl-N-methyltetrahydrofuran-2-carboxamide